FC1=CC=C(CN2CCC3=CC(=CC=C23)NC(=O)C2CCCCC2)C=C1 N-(1-(4-fluorobenzyl)indolin-5-yl)cyclohexanecarboxamide